4-methoxy-1-(((S)-oxetan-2-yl)methyl)-1H-benzimidazole-6-carboxylic acid COC1=CC(=CC=2N(C=NC21)C[C@H]2OCC2)C(=O)O